3-[(tert-butoxycarbonyl)amino]-2-{3-[(tert-butoxycarbonyl)amino]phenyl}propanoic acid C(C)(C)(C)OC(=O)NCC(C(=O)O)C1=CC(=CC=C1)NC(=O)OC(C)(C)C